3-(4-bromobutyl)-1-methylimidazolium bromide [Br-].BrCCCC[N+]1=CN(C=C1)C